2-methyl-1-(4-methylsulfanylphenyl)-2-morpholino-1-propanone CC(C(=O)C1=CC=C(C=C1)SC)(C)N1CCOCC1